tert-butyl 3-(2,3-dichlorophenyl)-3-hydroxypyrrolidine-1-carboxylate ClC1=C(C=CC=C1Cl)C1(CN(CC1)C(=O)OC(C)(C)C)O